trans-N-(4-(4-chlorophenyl)-1-methylpyrrolidin-3-yl)-2,2-dimethyl-3-((3-methylpyridin-2-yl)oxy)propanamide ClC1=CC=C(C=C1)[C@H]1[C@@H](CN(C1)C)NC(C(COC1=NC=CC=C1C)(C)C)=O